5-(naphth-1-yl)-3-(1-n-butylpiperidin-4-yl)1H-indazole C1(=CC=CC2=CC=CC=C12)C=1C=C2C(=NNC2=CC1)C1CCN(CC1)CCCC